COC1=CC=C(C=C1)CN1C(N(CCC1=O)C1=CN=C2N1C=CC(=C2)N2[C@@H]1CN([C@H](C2)C1)C(=O)OC(C)(C)C)=O tert-butyl (1S,4S)-5-[3-[3-[(4-methoxyphenyl)methyl]-2,4-dioxo-hexahydropyrimidin-1-yl]imidazo[1,2-a]pyridin-7-yl]-2,5-diazabicyclo[2.2.1]heptane-2-carboxylate